CC1=NOC(=N1)CC1(OCCO1)CCC1CCOCC1 3-methyl-5-[[2-(2-tetrahydropyran-4-ylethyl)-1,3-dioxolan-2-yl]methyl]-1,2,4-oxadiazole